[14C]cholesterol [14CH3]C(C)CCC[C@@H](C)[C@H]1CC[C@H]2[C@@H]3CC=C4C[C@@H](O)CC[C@]4(C)[C@H]3CC[C@]12C